tert-butyl 3-(3-methoxy-1-methyl-1H-pyrazol-4-yl)azetidine-1-carboxylate COC1=NN(C=C1C1CN(C1)C(=O)OC(C)(C)C)C